N-(4-(2-(6-(2-chloro-3,5-dimethoxyphenyl)-2-((4-(4-ethylpiperazin-1-yl)phenyl)amino)-[1,2,4]tri-azolo[4',3':1,6]pyrido[2,3-d]pyrimidin-9-yl)ethyl)phenyl)acrylamide ClC1=C(C=C(C=C1OC)OC)C1=CC2=C(N=C(N=C2)NC2=CC=C(C=C2)N2CCN(CC2)CC)N2C1=NN=C2CCC2=CC=C(C=C2)NC(C=C)=O